(S)-N4-(5-(4-cyclopropyl-2-methylpiperazin-1-yl)pyridin-2-yl)-N6-(3-(methylsulfonyl)pyridin-2-yl)pyrimidine-4,6-diamine C1(CC1)N1C[C@@H](N(CC1)C=1C=CC(=NC1)NC1=NC=NC(=C1)NC1=NC=CC=C1S(=O)(=O)C)C